phenol monoacrylate C(C=C)(=O)OC1=CC=CC=C1